tert-Butyl 7-{[2-(5-chloropyridin-2-yl)imidazo[1,2-a]pyridine-3-yl]methyl}-3-oxa-7,9-diazabicyclo[3.3.1]nonane-9-carboxylate ClC=1C=CC(=NC1)C=1N=C2N(C=CC=C2)C1CN1CC2COCC(C1)N2C(=O)OC(C)(C)C